Cl.ClC1=C(C=CC(=C1)C(F)(F)F)NC(CN1C=2N(C(C(=C1CC)N1CCNCC1)=O)N=C(N2)C2=CC(=NC=C2)OC)=O N-(2-chloro-4-(trifluoromethyl)phenyl)-2-(5-ethyl-2-(2-methoxypyridin-4-yl)-7-oxo-6-(piperazin-1-yl)-[1,2,4]triazolo[1,5-a]pyrimidin-4(7H)-yl)acetamide hydrochloride